C[SiH]([O-])C Dimethylsilanolate